FC=1C=NC(=NC1)[C@]12CC[C@@H](C[C@@H]2C1)OC[C@@H]1N[C@@H](C[C@@H]1NS(=O)(=O)C)C N-((2R,3S,5R)-2-((((1S,3S,6R)-6-(5-fluoropyrimidin-2-yl)bicyclo[4.1.0]heptan-3-yl)oxy)methyl)-5-methylpyrrolidin-3-yl)methanesulfonamide